4-(2-benzyloxy-1,1-difluoro-ethyl)piperidine-1-carboxylic acid tert-butyl ester C(C)(C)(C)OC(=O)N1CCC(CC1)C(COCC1=CC=CC=C1)(F)F